[Na].FC1=CC(=C(C(=C1)C(C)C)NC(=O)NS(=O)(=O)C1=NN(C(=C1)CN(C)CCOC)C)C(C)C N-((4-Fluoro-2,6-diisopropylphenyl)carbamoyl)-5-(((2-methoxyethyl)(methyl)amino)methyl)-1-methyl-1H-pyrazole-3-sulfonamide, sodium salt